(6-cyano-3-pyridyl)-N-methyl-pyrazolo[1,5-a]pyridine-5-carboxamide C(#N)C1=CC=C(C=N1)C1=NN2C(C=C(C=C2)C(=O)NC)=C1